NC1=NC=CC(=C1Cl)SC=1C=2N(C(=NC1)NCCN)C=CN2 N1-{8-[(2-amino-3-chloropyridin-4-yl)sulfanyl]imidazo[1,2-c]pyrimidin-5-yl}ethane-1,2-diamine